tert-butyl(5-([1,4'-bipiperidin]-1'-yl)-2-amino-4-fluorophenyl)carbamate C(C)(C)(C)OC(NC1=C(C=C(C(=C1)N1CCC(CC1)N1CCCCC1)F)N)=O